methyl 5-cyclopropylsulfonyl-2-methyl-benzoate C1(CC1)S(=O)(=O)C=1C=CC(=C(C(=O)OC)C1)C